P(OC1=NN=NC=C1)(OCC1=CC=CC=C1)OCC1=CC=CC=C1 triazinyl dibenzyl phosphite